C1(=CC=CC=C1)C=1C(OC2=C(C1)C=CC=C2)=O 3-phenyl-2H-1-benzpyrane-2-one